CS(=O)(=O)OC1=CC(=C(C=C1)C)[N+](=O)[O-].[Na] Sodium (4-methyl-3-nitrophenyl) methylsulfonate